FC=1C=C(CN2C(=NC3=C2C=CC=C3)C3CCN(CC3)C(=O)C3=C2C=CN(C2=CC=C3)C3=CC(=CC=C3)F)C=CC1 (4-(1-(3-fluorobenzyl)-1H-benzo[d]imidazol-2-yl)piperidin-1-yl)(1-(3-fluorophenyl)-1H-indol-4-yl)methanone